CN1CCN(CC1)C=1C=CC(=NC1)NC=1C2=C(C(=NC1)C1=C(NC3=CC=CC=C13)C1=CC=CC=C1)CNC2=O 7-[[5-(4-methylpiperazin-1-yl)-2-pyridinyl]amino]-4-(2-phenyl-1H-indol-3-yl)-2,3-dihydropyrrolo[3,4-c]pyridin-1-one